aluminum (cis-2-butene-1,4-diol) C(\C=C/CO)O.[Al]